Benzyl {(3R,6S)-6-[{2-methoxyethyl} (methyl) carbamoyl]tetrahydro-2H-pyran-3-yl}carbamate COCCN(C(=O)[C@@H]1CC[C@H](CO1)NC(OCC1=CC=CC=C1)=O)C